C(#N)C=1C=C(C=CC1)C=1N=C(SC1C1=C2C(=NC(=C1)C)N(C=C2)C(=O)OC(C)(C)C)NC(=O)N2CC1(COC1)C2 tert-Butyl 4-[4-(3-cyanophenyl)-2-(2-oxa-6-azaspiro[3.3]heptane-6-carbonylamino)thiazol-5-yl]-6-methyl-pyrrolo[2,3-b]pyridine-1-carboxylate